tert-butyl (1R,4R)-5-(3-ethyl-4-((5-(trifluoromethyl)-4-(trimethylstannyl)pyrimidin-2-yl)amino)phenyl)-2,5-diazabicyclo[2.2.1]heptane-2-carboxylate C(C)C=1C=C(C=CC1NC1=NC=C(C(=N1)[Sn](C)(C)C)C(F)(F)F)N1[C@H]2CN([C@@H](C1)C2)C(=O)OC(C)(C)C